COC(=O)CCCCCCCOC=1C2=CC=CC=C2C(=C2C=CC=CC12)OCCCCCCCC(=O)OC 9,10-bis(methoxycarbonylheptyleneoxy)anthracene